OC1C(NCCC1)C(=O)[O-] 3-hydroxy-2-piperidinecarboxylate